C(C)C=1C(=CC=C2C=C(C=C(C12)C1=C(C=C2C(=NC(=NC2=C1F)OCC12CCCN2CCC1)N1C[C@@](CCC1)(O)C)F)O)F (3R)-1-(7-(8-ethyl-7-fluoro-3-hydroxynaphthalen-1-yl)-6,8-difluoro-2-((tetrahydro-1H-pyrrolizin-7a(5H)-yl)methoxy)quinazolin-4-yl)-3-methylpiperidin-3-ol